ethyl (E)-3-((3-((2-((2,5-dimethyl-1H-pyrrol-1-yl)methyl)-3-fluoroallyl)oxy)benzyl)amino)-1H-pyrrole-2-carboxylate CC=1N(C(=CC1)C)C/C(/COC=1C=C(CNC2=C(NC=C2)C(=O)OCC)C=CC1)=C\F